methyl (S)-2,4-dimethyl-6-(methyl(pyrrolidin-3-yl)amino)nicotinate hydrochloride Cl.CC1=C(C(=O)OC)C(=CC(=N1)N([C@@H]1CNCC1)C)C